3-(5-ethynyl-2-{[4-(4-methylpiperazin-1-yl)phenyl]amino}pyrido[2,3-d]pyrimidin-7-yl)-4-isopropyl-1,3-oxazolidin-2-one C(#C)C1=CC(=NC=2N=C(N=CC21)NC2=CC=C(C=C2)N2CCN(CC2)C)N2C(OCC2C(C)C)=O